FC(C=1N=C2N(C(=CC=C2)NC2CCC(CC2)NC(=O)C=2C=CC=3N(C2)C=CN3)C1)F N-[(1s,4s)-4-{[2-(difluoromethyl)imidazo[1,2-a]pyridin-5-yl]amino}cyclohexyl]imidazo[1,2-a]pyridine-6-carboxamide